C1(CCCC1)N1C(=CC(C2=CC(=C(C=C12)C(C(F)(F)F)O)F)=O)C 1-cyclopentyl-6-fluoro-2-methyl-7-(2,2,2-trifluoro-1-hydroxyethyl)quinolin-4(1H)-one